pyrylium telluride [O+]=1C2C(C=CC1)[Te]2